(3R,4R)-3,4-dihydroxyl-1-prop-2-enyl-pyrrolidine-2,5-dione O[C@H]1C(N(C([C@@H]1O)=O)CC=C)=O